CN1C(N(CCC1)C)=O 1,3-dimethyltetrahydropyrimidine-2(1H)-one